ClC=1C=C(C(=C(C1)C=1C(=NN(C1)C1=C(C=C(C=C1F)N1CCN(CC1)C(=O)OC(C)(C)C)F)C1=CC=NC=C1)F)NS(=O)(=O)N1CCCC1 tert-butyl 4-[4-(4-{5-chloro-2-fluoro-3-[(pyrrolidine-1-sulfonyl)amino]phenyl}-3-(pyridin-4-yl)pyrazol-1-yl)-3,5-difluorophenyl]piperazine-1-carboxylate